C(C)(C)(C)C1N(CCC(C1)(NCC1CC1)CN)C(=O)[O-] 2-tert-Butyl-4-(aminomethyl)-4-(cyclopropylmethylamino)piperidine-1-carboxylate